C(=O)(OC)C1=CC=C(C=C1)/C=C/B(O)O trans-2-(4-carbomethoxyphenyl)vinylboronic acid